ClC=1C=C(C=O)C=CC1C=1NC=2C=C(C=C3C2C1CCNC3=O)F 3-chloro-4-(8-fluoro-6-oxo-3,4,5,6-tetrahydro-1H-azepino[5,4,3-cd]indol-2-yl)benzaldehyde